tert-butyl (5-(4,4,5,5-tetramethyl-1,3,2-dioxaborolan-2-yl)-1H-indol-3-yl)carbamate CC1(OB(OC1(C)C)C=1C=C2C(=CNC2=CC1)NC(OC(C)(C)C)=O)C